4-{5-(3-fluoro-4-methoxy-phenyl)-1-methyl-6-oxo-2-[(3R)-(pyrrolidin-3-ylmethyl)-amino]-1,6-dihydro-pyrimidin-4-yl}-benzonitrile FC=1C=C(C=CC1OC)C1=C(N=C(N(C1=O)C)NC[C@H]1CNCC1)C1=CC=C(C#N)C=C1